N-(4-((6-nitro-2-oxo-2H-benzopyran-4-yl)amino)phenyl)-3-(trifluoromethyl)benzenesulfonamide [N+](=O)([O-])C=1C=CC2=C(C(=CC(O2)=O)NC2=CC=C(C=C2)NS(=O)(=O)C2=CC(=CC=C2)C(F)(F)F)C1